C(CCCC)(=O)C=1C(OC2=CC(=C(C=C2C1C)OC)O)=O valeroyl-7-hydroxy-6-methoxy-4-methylcoumarin